FC(C=1C=C(CN2CCN3N=C(C(=C32)C(=O)N[C@@H](C)C3=CC=C(C(=O)OC)C=C3)C(F)(F)F)C=C(C1)C(F)(F)F)(F)F Methyl (S)-4-(1-(1-(3,5-bis(trifluoromethyl)benzyl)-6-(trifluoromethyl)-2,3-dihydro-1H-imidazo[1,2-b]pyrazole-7-carboxamido)ethyl)benzoate